{4-amino-2-[3-chloro-4-(difluoromethoxy)anilino]-1,3-thiazol-5-yl}(phenyl)methanone NC=1N=C(SC1C(=O)C1=CC=CC=C1)NC1=CC(=C(C=C1)OC(F)F)Cl